N1=CC=CC=2CCN=CC12 5,6-dihydro-1,7-naphthyridine